4-chloro-1-[(3-fluoro-1-bicyclo[1.1.1]pentanyl)sulfonyl]-3-(3,3,4,4-tetrafluoropyrrolidin-1-yl)indazole ClC1=C2C(=NN(C2=CC=C1)S(=O)(=O)C12CC(C1)(C2)F)N2CC(C(C2)(F)F)(F)F